ClC=1C=C(C=CC1)NC(=O)NCC1=C(C=CC2=C1N(C=N2)C)OC 1-(3-chlorophenyl)-3-((6-methoxy-1-methyl-1H-benzimidazol-7-yl)methyl)urea